[1,4,11]benzoxadiazacyclotetradecine O1CC=NC=CC=CC=CN=CC2=C1C=CC=C2